(R)-2-chloro-3-isobutoxy-7-isopropyl-11-oxo-6,7-dihydro-11H-dipyrido[1,2-d:2',3'-f][1,4]oxazepine-10-carboxylic acid ClC=1C(=CC2=C(C=3N([C@@H](CO2)C(C)C)C=C(C(C3)=O)C(=O)O)N1)OCC(C)C